CC1(N(CCC1)CCNC(C1=CN=C(C(=C1)NC1=NN(C2=NC(=NC=C21)NC2=NN(C=C2)C)C)C)=O)C N-(2-(2,2-dimethylpyrrolidin-1-yl)ethyl)-6-methyl-5-((1-methyl-6-((1-methyl-1H-pyrazol-3-yl)amino)-1H-pyrazolo[3,4-d]pyrimidin-3-yl)amino)nicotinamide